rac-(3ar,5r,7s,7ar)-5-(5-chloro-2-methylphenyl)-1,3,3,5,7-pentamethyloctahydrobenzo[c]isoxazole ClC=1C=CC(=C(C1)[C@]1(C[C@@H]2[C@H](N(OC2(C)C)C)[C@H](C1)C)C)C |r|